1-(2-(4-(2,3-dimethylphenyl)piperazin-1-yl)-2-oxoethyl)-1,4,5,6-tetrahydrocyclopenta[c]pyrazole-3-carboxylic acid CC1=C(C=CC=C1C)N1CCN(CC1)C(CN1N=C(C2=C1CCC2)C(=O)O)=O